5-(6,8-difluoroindolizine-2-carbonyl)-N-{1-[(difluoromethoxy)methyl]cyclopropyl}-N-methyl-4H,5H,6H,7H-pyrazolo[1,5-a]pyrazine-3-carboxamide FC1=CN2C=C(C=C2C(=C1)F)C(=O)N1CC=2N(CC1)N=CC2C(=O)N(C)C2(CC2)COC(F)F